COC1=C(C=CC=C1)OC(CC1=CC=C(C=C1)OC)=O 2-(4-methoxyphenyl)acetic acid 2-methoxyphenyl ester